C(C)[C@@H]1P[C@H](CC1)CC (2S,5S)-2,5-diethylphospholane